N[C@H](C(=O)O)CC1=CC(=CC=C1)F (2S)-2-amino-3-(3-fluorophenyl)propionic acid